C1(CCCC1)[SiH2]OC(C)C cyclopentyl(i-propoxy)silane